FC=1C=CC(=NC1)C1(CCOC2(CCCC2)C1)CCNCC1=C(C=CC=C1)OC(F)F {2-[9-(5-fluoro-pyridin-2-yl)-6-oxa-spiro[4.5]dec-9-yl]-ethyl}-(2-(difluoromethoxy)-benzyl)-amine